BrC1=CC2=C(N(C=N2)COCC[Si](C)(C)C)C=C1C(=O)OC methyl 5-bromo-1-((2-(trimethylsilyl)ethoxy)methyl)-1H-benzo(d)imidazole-6-carboxylate